3,3-difluoro-2-methylazetidine hydrochloride Cl.FC1(C(NC1)C)F